ClC=1C=C(C=CC1OC1=CC=C(C=C1)N)NC1=C2C=C(NC2=C(C=C1)F)C(=O)OCC ethyl 4-((3-chloro-4-(4-aminophenoxy) phenyl) amino)-7-fluoro-1H-indole-2-carboxylate